5-(4-fluoro-3-((trifluoromethyl)thio)phenyl)-N,N-bis(4-methoxybenzyl)-5-(trifluoromethyl)-4,5-dihydroisoxazol-3-amine FC1=C(C=C(C=C1)C1(CC(=NO1)N(CC1=CC=C(C=C1)OC)CC1=CC=C(C=C1)OC)C(F)(F)F)SC(F)(F)F